di(n-octyl) phosphate P(=O)(OCCCCCCCC)(OCCCCCCCC)[O-]